(3-aminopyrrolidin-1-yl)(6-(4-(2-ethyl-4-phenylthiazol-5-yloxy)pyridin-2-ylamino)pyridin-3-yl)methanone NC1CN(CC1)C(=O)C=1C=NC(=CC1)NC1=NC=CC(=C1)OC1=C(N=C(S1)CC)C1=CC=CC=C1